ClC=1C=C(C=CC1Cl)C(=O)N1CC=2C(=NN3C2C=2C(CC(C3)=C)=C(ON2)NC)CC1 (3,4-dichlorophenyl)[3-(methylamino)-5-methylidene-5,6,9,10-tetrahydro-4H-[1,2]oxazolo-[3,4-c]pyrido[4',3':3,4]pyrazolo[1,5-a]azepin-11(12H)-yl]methanone